4-((S)-2-methylpyrrolidine-1-carbonyl)-5-(6-(((S)-1,1,1-trifluorobutan-2-yl)amino)-4-(trisFluoromethyl)pyridin-3-yl)thiazole-2-carboxylic acid ethyl ester C(C)OC(=O)C=1SC(=C(N1)C(=O)N1[C@H](CCC1)C)C=1C=NC(=CC1C(F)(F)F)N[C@H](C(F)(F)F)CC